C(C)(=O)N1CCCC2=CC=CC=C12 acetyl-tetrahydroquinoline